N1(CCCC1)C(=O)C1CCC(CC1)[N+]1=NOC(=C1)[N-]C(NC1=CC(=CC(=C1)C(F)(F)F)NC(CC1=C(C=CC=C1)C)=O)=O (3-((1R,4R)-4-(Pyrrolidine-1-carbonyl)-cyclohexyl)-1,2,3-oxadiazol-3-ium-5-yl)((3-(2-(o-tolyl)acetamido)-5-(trifluoromethyl)phenyl)-carbamoyl)amide